methyl 2-((1R,4r)-4-((R)-2-(methoxymethyl)piperazin-1-yl)cyclohexyl)-5-nitro-2H-indazole-6-carboxylate COC[C@@H]1N(CCNC1)C1CCC(CC1)N1N=C2C=C(C(=CC2=C1)[N+](=O)[O-])C(=O)OC